BrC1=C2C=C(C(=NC2=CC(=C1)C)C=1C(=NOC1)C)N 5-bromo-7-methyl-2-(3-methylisoxazol-4-yl)quinolin-3-amine